pyrazole-1-sulfonamide N1(N=CC=C1)S(=O)(=O)N